bis(hydroxymethyl)succinimide OCC1C(C(=O)NC1=O)CO